3,4-dimethoxycinnamaldehyde COC=1C=C(C=CC=O)C=CC1OC